FC1=C2C=NN(C2=CC(=C1)CC(=O)O)CC1=CC=C(C=C1)OC 2-[4-fluoro-1-[(4-methoxyphenyl)methyl]indazol-6-yl]acetic acid